C(C)C(COP(OCC(CCCC)CC)(O)=O)CCCC Di(2-ethylhexyl)phosphoric acid